4-chloro-3-fluoro-N-(2-fluoro-3-(3-morpholinoquinoxaline-6-carbonyl)phenyl)benzamide ClC1=C(C=C(C(=O)NC2=C(C(=CC=C2)C(=O)C=2C=C3N=C(C=NC3=CC2)N2CCOCC2)F)C=C1)F